C(C)N1C2=NC(=NC(=C2N=C1C(C)O)N1CCOCC1)N1N=CC2=CC(=CC=C12)C 1-(9-ethyl-2-(5-methyl-1H-indazol-1-yl)-6-morpholino-9H-purin-8-yl)ethan-1-ol